C(CCCCC)C(CCCCCCCCC)S 1-hexyldecyl mercaptan